4-(5-(bromomethyl)pyridin-2-yl)morpholine BrCC=1C=CC(=NC1)N1CCOCC1